C(C)(C)OC(=O)[C@H](C)N[P@@](=O)(OC1=CC=CC=C1)CO[C@@H](CC1=NC(=C2NC=NC2=N1)N)C [(R)-2-[[(S)-[[(S)-1-(isopropoxycarbonyl)ethyl]amino]phenoxyphosphinyl]-methoxy]propyl]adenine